benzyl (S)-4-(2-((((9H-fluoren-9-yl)methoxy)carbonyl)amino)-3-((tert-butoxycarbonyl)amino)propanoyl)piperazine-1-carboxylate C1=CC=CC=2C3=CC=CC=C3C(C12)COC(=O)N[C@H](C(=O)N1CCN(CC1)C(=O)OCC1=CC=CC=C1)CNC(=O)OC(C)(C)C